N=1N(N=CC1)C=1C=C(C=CC1)CCN 2-(3-[1,2,3]Triazol-2-yl-phenyl)-ethylamine